NC=1N=NC(=CC1N1CC(N(CC1)C1=CC=CC=C1)C(=O)NCC1CCNCC1)C1=C(C=CC=C1)O 4-[3-amino-6-(2-hydroxyphenyl)pyridazin-4-yl]-1-phenyl-N-(4-piperidylmethyl)piperazine-2-carboxamide